N(=[N+]=[N-])CCOCCOCCOCCOCCOC1=CC=C(C2=CC=CC=C12)C1=CC=C(C=C1)[C@H](CC(=O)O)NC(CNC(CCCCNC1=NC=CC(=N1)C)=O)=O (S)-3-(4-(4-((14-azido-3,6,9,12-tetraoxatetradecyl)oxy)naphthalen-1-yl)phenyl)-3-(2-(5-((4-methylpyrimidin-2-yl)amino)pentanamido)acetamido)propanoic acid